C(#N)C1=CC=C2C3=C(NC2=C1)C(=NC=C3)NC(=O)C3CC3 N-(7-cyano-9H-pyrido[3,4-b]indol-1-yl)cyclopropanecarboxamide